C(C)C=1C=CC(=C(C(=O)C2=CC=C(C(=O)N[C@H]3[C@@H](CNC3)NC(C3=CC=NC=C3)=O)C=C2)C1)O N-((3R,4R)-4-(4-(5-ethyl-2-hydroxybenzoyl)benzamido)pyrrolidin-3-yl)isonicotinamide